C(C)OC(N(C1=CC(=CC=C1)Cl)O)=O ethyl-N-(3-chlorophenyl)-hydroxycarbamate